OB1OC(C2=C1C=C(C=C2)C(=O)N[C@@H](C(C)C)C(=O)OCC2=CC=C(C=C2)F)(C)C 4-Fluorobenzyl (1-hydroxy-3,3-dimethyl-1,3-dihydrobenzo[c][1,2]oxaborole-6-carbonyl)-L-valinate